C(C)(C)(C)OC(=O)N1CC(CC1)C=1C=NC=C(C1)N 3-(5-Aminopyridin-3-yl)pyrrolidine-1-carboxylic acid tert-butyl ester